7-benzyloxy-3-fluoro-4-(2-fluoro-4-nitro-phenoxy)-6-methoxy-quinoline C(C1=CC=CC=C1)OC1=C(C=C2C(=C(C=NC2=C1)F)OC1=C(C=C(C=C1)[N+](=O)[O-])F)OC